C(C)(=O)ONC(C(=CC1=CC(=C(C(=C1)[N+](=O)[O-])O)O)C#N)=O (2-cyano-3-(3,4-dihydroxy-5-nitrophenyl) acrylamido) acetate